C(#N)C=1C=NN(C1NC(C1=C(C=C(C=C1)C1=NOC(C1)(C(F)(F)F)C1=CC(=CC(=C1)Cl)Cl)C)=O)C N-(4-cyano-1-methyl-1H-pyrazol-5-yl)-4-(5-(3,5-dichlorophenyl)-5-(trifluoromethyl)-4,5-dihydroisoxazol-3-yl)-2-methylbenzamide